1-(3,3-difluoro-4-((4-((5-(furan-2-yl)-2-methoxyphenyl)amino)-7-methoxyquinazolin-5-yl)oxy)piperidin-1-yl)prop-2-en-1-one FC1(CN(CCC1OC1=C2C(=NC=NC2=CC(=C1)OC)NC1=C(C=CC(=C1)C=1OC=CC1)OC)C(C=C)=O)F